C(#CC)C=1C(NC(N([C@H]2[C@H](O)[C@H](O)[C@@H](CO)O2)C1)=O)=O 5-propynyluridine